ethyl 1-(6-((tert-butoxycarbonyl) amino)-5-fluoro-3-methylpyridin-2-yl)-5-(trifluoromethyl)-1H-pyrazole-4-carboxylate C(C)(C)(C)OC(=O)NC1=C(C=C(C(=N1)N1N=CC(=C1C(F)(F)F)C(=O)OCC)C)F